ClC=1C(=C(C=CC1)NC1=C(NC2=C1C(NCC2)=O)C2=C(C=NC=C2)OCC2(N(CC2)C(=O)OC(C)(C)C)C)OC tert-butyl 2-{[(4-{3-[(3-chloro-2-methoxyphenyl)amino]-4-oxo-1H,5H,6H,7H-pyrrolo[3,2-c]pyridin-2-yl}pyridin-3-yl)oxy]methyl}-2-methylazetidine-1-carboxylate